C(C1=CC=CC=C1)OC=1C=C(C=NC1)C1=C(C=CC2=CC=CC=C12)SCC(=O)N[C@H](C(=O)NC)CC1=CC(=C(C=C1)C)OC (S)-2-(2-((1-(5-(benzyloxy)pyridin-3-yl)naphthalen-2-yl)thio)acetamido)-3-(3-methoxy-4-methylphenyl)-N-methylpropanamide